3-((1-(3-(4-fluorophenyl)-2,7-dimethyl-1-oxo-1,2-dihydroisoquinolin-5-yl)ethyl)amino)isonicotinic acid FC1=CC=C(C=C1)C=1N(C(C2=CC(=CC(=C2C1)C(C)NC1=C(C(=O)O)C=CN=C1)C)=O)C